C(C)OC(\C=C/C(NC1=CC=2C(C=3N=C(N=CC3C2C=C1)C(F)(F)F)=O)=O)=O (Z)-4-oxo-4-((9-oxo-2-(trifluoromethyl)-9H-indeno[2,1-d]pyrimidin-7-yl)amino)but-2-enoic acid ethyl ester